CN1C(C2=CC(=CC(=C2C=C1C1=CC=CC=C1)[C@@H](C)N[S@](=O)C(C)(C)C)C)=O (R)-N-((R)-1-(2,7-dimethyl-1-oxo-3-phenyl-1,2-dihydroisoquinolin-5-yl)ethyl)-2-methylpropane-2-sulfinamide